1,2,4,5-tetramethyldecane CCC(CC(C(CCCCC)C)C)C